5-amino-2-methyl-3,4-dihydroisoquinolin-1(2H)-one NC1=C2CCN(C(C2=CC=C1)=O)C